C(C)OC(=O)C1=CNC2=CC=C(C=C2C1=O)[N+](=O)[O-] 6-Nitro-4-oxo-1,4-dihydroquinoline-3-carboxylic acid ethyl ester